(4-bromophenyl)(methyl)((4-(5-(trifluoromethyl)-1,2,4-oxadiazol-3-yl)benzyl)imino)-λ6-sulfanone BrC1=CC=C(C=C1)S(=O)(=NCC1=CC=C(C=C1)C1=NOC(=N1)C(F)(F)F)C